2-(7-azabenzotriazol-1-yl)N,N,N',N'-tetramethyluronium hexafluorophosphate F[P-](F)(F)(F)(F)F.N1(N=NC2=C1N=CC=C2)OC(=[N+](C)C)N(C)C